C(C1CCC(CC1)N=C=O)C1CCC(CC1)N=C=O 4,4'-methylene-dicyclohexyl diisocyanate